FC(CN1N=NC2=C1C=C(C=C2)C2=CNC=1N=C(N=CC12)NC1CCC2(CCO2)CC1)F 5-(1-(2,2-difluoroethyl)-1H-benzo[d][1,2,3]triazol-6-yl)-N-((4r,7r)-1-oxaspiro[3.5]nonan-7-yl)-7H-pyrrolo[2,3-d]pyrimidin-2-amine